FC=1C=C(CB2OC(C(O2)(C)C)(C)C)C=CC1F 2-(3,4-difluorobenzyl)-4,4,5,5-tetramethyl-1,3,2-dioxaborolane